FC1(C(CN(CC1)CC=1C=NN(C1)C1=CC(=C(C=N1)C#N)C)C=1C(=C2COC(C2=CC1)=O)C)F 6-(4-((4,4-difluoro-3-(4-methyl-1-oxo-1,3-dihydroisobenzofuran-5-yl)piperidin-1-yl)methyl)-1H-pyrazol-1-yl)-4-methylpyridine-3-carbonitrile